5-(Oxetan-3-yl)-N-(3-(((7-(pyridin-4-yl)-2,3-dihydrofuro[3,2-c]pyridin-4-yl)amino)methyl)phenyl)-4,5,6,7-tetrahydrothiazolo[5,4-c]pyridin-2-carboxamid O1CC(C1)N1CC2=C(CC1)N=C(S2)C(=O)NC2=CC(=CC=C2)CNC2=NC=C(C1=C2CCO1)C1=CC=NC=C1